formylalcohol C(=O)O